[Br-].CC1=NN(N=C1C)N1N([NH2+]C(=N1)C1=CC=CC=C1)C1=CC=CC=C1 3-(4,5-dimethyltriazol-2-yl)-2,5-diphenyltetrazolium bromide